C1(=CC=CC=C1)C1=CC=CC=2C=C(C3=C(C21)C=CC=C3)C3=C(C(=NN=N3)C3=C(C=CC=2[Se]C1=C(C23)C=CC=C1)C1=CC=CC=C1)C1=C(C(=CC=2C3=CC=CC=C3CC12)C)C phenyldibenzoPhenyl(dimethylfluorenyl)(phenyldibenzoselenophenyl)triazine